N-[4-(4-chloro-1H-pyrazol-1-yl)-3-sulfamoylphenyl]-2-[2-chloro-6-(trifluoromethyl)phenyl]acetamide ClC=1C=NN(C1)C1=C(C=C(C=C1)NC(CC1=C(C=CC=C1C(F)(F)F)Cl)=O)S(N)(=O)=O